ClC1=C(C=CC(=C1)C(F)(F)F)C(C(=O)N)N1C=2N(C(C(=C1CC)N1CCNCC1)=O)N=C(N2)C2=CCC(CC2)C#N (2-chloro-4-(trifluoromethyl)phenyl)-2-(2-(4-cyanocyclohex-1-en-1-yl)-5-ethyl-7-oxo-6-(piperazin-1-yl)-[1,2,4]triazolo[1,5-a]pyrimidin-4(7H)-yl)acetamide